N-(4-(chlorodifluoromethoxy)phenyl)-1-(2-hydroxyethyl)-7-(1H-pyrazol-5-yl)indoline-5-carboxamide ClC(OC1=CC=C(C=C1)NC(=O)C=1C=C2CCN(C2=C(C1)C1=CC=NN1)CCO)(F)F